6-(3-nitro-4-bromophenyl)-4,5-dihydro-5-methyl-3(2H)-pyridazinone [N+](=O)([O-])C=1C=C(C=CC1Br)C=1C(CC(NN1)=O)C